NC1=CC=C(C=N1)S(=O)(=O)NC(C)C1=CC=CC=C1 6-amino-N-(1-phenylethyl)pyridine-3-sulfonamide